1-monohydroxypropylene OC=CC